3-acrylamido-N-(3-(((8-isopropyl-2-((tetrahydro-2H-pyran-4-yl)amino)pyrazolo[1,5-a][1,3,5]triazin-4-yl)amino)methyl)phenyl)benzamide C(C=C)(=O)NC=1C=C(C(=O)NC2=CC(=CC=C2)CNC2=NC(=NC=3N2N=CC3C(C)C)NC3CCOCC3)C=CC1